C(C)N1N=CN=C1 1-ethyl-1H-1,2,4-triazol